methyl 4-(3-{4-[(3S,4R)-3-fluoro-1-methyl-4-piperidylamino]-1-(2,2,2-trifluoroethyl)-2-indolyl}-2-propynylamino)-3-{5-[(tert-butyl)bis(methyl)siloxy]pentyloxy}benzoate F[C@H]1CN(CC[C@H]1NC1=C2C=C(N(C2=CC=C1)CC(F)(F)F)C#CCNC1=C(C=C(C(=O)OC)C=C1)OCCCCCO[Si](C)(C)C(C)(C)C)C